8-methyl-2-[(pyridin-3-yl)methyl]-4,5-dihydro-2H-furo[2,3-g]indazole-7-carboxylic acid ethyl ester C(C)OC(=O)C1=C(C2=C(CCC3=CN(N=C23)CC=2C=NC=CC2)O1)C